N[C@@H]1[C@@H](OCC12CCN(CC2)C=2N(C(C1=C(N2)NN=C1C#CC1=CC=NC=C1)=O)C)C 6-((3S,4S)-4-amino-3-methyl-2-oxa-8-azaspiro[4.5]decan-8-yl)-5-methyl-3-(pyridin-4-ylethynyl)-1,5-dihydro-4H-pyrazolo[3,4-d]pyrimidin-4-one